tert-butyl (2R,5S)-4-(7-(3,5-difluorophenyl)-5-(2-oxoazetidin-1-yl)-7H-pyrrolo[2,3-d]pyrimidin-4-yl)-2,5-dimethylpiperazine-1-carboxylate FC=1C=C(C=C(C1)F)N1C=C(C2=C1N=CN=C2N2C[C@H](N(C[C@@H]2C)C(=O)OC(C)(C)C)C)N2C(CC2)=O